N-(4-fluorophenyl)thiomorpholine-4-sulfonamide FC1=CC=C(C=C1)NS(=O)(=O)N1CCSCC1